OC=1C(=C(C(=CC1)OC)S(=O)(=O)NC1=NOC2=C1C(=CC(=C2)CN2N=CC=C2)OC)OC 3-Hydroxy-2,6-dimethoxy-N-{4-methoxy-6-[(1H-pyrazol-1-yl)methyl]-1,2-benzoxazol-3-yl}benzene-1-sulfonamide